C(C)(C)OC1=C(C=C(C=C1C)C=1C=C2CCC([C@H](C2=CC1)NC(O[C@@H]1CN2CCC1CC2)=O)(C)C)C (S)-quinuclidin-3-yl ((R)-6-(4-isopropoxy-3,5-dimethylphenyl)-2,2-dimethyl-1,2,3,4-tetrahydronaphthalen-1-yl)carbamate